ONC(CCCN(CCNC(=O)C1=CC=C2C=NNC2=C1)C)=O N-(2-((4-(Hydroxyamino)-4-oxobutyl)(methyl)amino)ethyl)-1H-indazole-6-carboxamide